C(C=C)(=O)C(C(=O)[O-])(CC(=O)[O-])OCC acryloylethoxysuccinate